1,3-dimethyl-imidazoline methanesulfonate CS(=O)(=O)O.CN1CN(CC1)C